(R)-6-fluoro-5-(1-(2-fluoro-4-methoxyphenyl)ethyl)-3-((3-fluorobenzyl)amino)-4H-benzo[e][1,2,4]thiadiazine 1,1-dioxide FC=1C=CC2=C(NC(=NS2(=O)=O)NCC2=CC(=CC=C2)F)C1[C@H](C)C1=C(C=C(C=C1)OC)F